N1=CC=C(C=C1)C=1N=C(C2=C(N1)C=NC=C2)N2CCC1(CCN(C1)CCNC(OC(C)(C)C)=O)CC2 tert-butyl (2-(8-(2-(pyridin-4-yl)pyrido[3,4-d]pyrimidin-4-yl)-2,8-diazaspiro[4.5]decan-2-yl)ethyl)carbamate